3-(8-(1,3,6-trimethyl-2,4-dioxo-1,2,3,4-tetrahydropyrimidin-5-yl)chroman-5-yl)propionic acid CN1C(N(C(C(=C1C)C=1C=CC(=C2CCCOC12)CCC(=O)O)=O)C)=O